isopentyl-diphosphoric acid C(CC(C)C)OP(=O)(O)OP(=O)(O)O